(3-((4-((benzyloxy)methyl)phenyl)carbamoyl)-2-fluorophenyl)boronic acid C(C1=CC=CC=C1)OCC1=CC=C(C=C1)NC(=O)C=1C(=C(C=CC1)B(O)O)F